tert-Butyl 3-acetyl-4-bromobenzoate C(C)(=O)C=1C=C(C(=O)OC(C)(C)C)C=CC1Br